C(=O)N(C1=CC=C(C(N[C@@H](CCC(=O)[O-])C(=O)O)=O)C=C1)C[C@H]1CNC=2N=C(N)NC(=O)C2N1 10-formyl-(6R)-tetrahydrofolate